CS(=O)(=O)OCC1=NC(=CC2=C1CNC2=O)N(C(C)C)C {6-[methyl(propan-2-yl)amino]-1-oxo-2,3-dihydro-1H-pyrrolo[3,4-c]pyridin-4-yl}methyl methanesulfonate